ethyl (2s,3R)-3-{[2-(L-alanylamino) pyridin-4-yl] methyl}-1-{[(1R)-1-(2,2-difluoro-1,3-benzodioxol-5-yl) ethyl] carbamoyl}-4-oxo-azetidine-2-carboxylate trifluoroacetate FC(C(=O)O)(F)F.N[C@@H](C)C(=O)NC1=NC=CC(=C1)C[C@@H]1[C@H](N(C1=O)C(N[C@H](C)C1=CC2=C(OC(O2)(F)F)C=C1)=O)C(=O)OCC